N-ethylimidazolium bis(trifluoromethanesulfonyl)imide salt [N-](S(=O)(=O)C(F)(F)F)S(=O)(=O)C(F)(F)F.C(C)N1C=[NH+]C=C1